ClC=1C=C(C(=NC1)OC=1C=C(C=2N(N1)C=C(N2)C(=O)NC2(CCS(CC2)(=O)=O)C)C)OCC(F)F 6-[[5-chloro-3-(2,2-difluoroethoxy)-2-pyridyl]oxy]-8-methyl-N-(4-methyl-1,1-dioxo-thian-4-yl)imidazo[1,2-b]pyridazine-2-carboxamide